1,3-dimethyl-5-(2-methyl-5-methyl-sulfonyl-2,3-dihydro-1-benzofuran-7-yl)pyridin-2-one CN1C(C(=CC(=C1)C1=CC(=CC=2CC(OC21)C)S(=O)(=O)C)C)=O